1-[[2-(2,2-difluoroethoxy)pyridin-4-yl]methyl]-3-[(1R,2S)-2-phenylcyclopropyl]urea FC(COC1=NC=CC(=C1)CNC(=O)N[C@H]1[C@@H](C1)C1=CC=CC=C1)F